C(C)(C)(C)OC(N[C@@H](COC=1C(=NC=C(C1)Br)Cl)C)=O (R)-(1-((5-bromo-2-chloropyridin-3-yl)oxy)propan-2-yl)carbamic acid tert-butyl ester